3-fluoro-N-[(3s,6r)-6-{5-[2-(trifluoromethoxy)ethoxy]-1,3,4-oxadiazol-2-yl}piperidin-3-yl]-4-(trifluoromethyl)benzamide FC=1C=C(C(=O)N[C@@H]2CN[C@H](CC2)C=2OC(=NN2)OCCOC(F)(F)F)C=CC1C(F)(F)F